(4-(2-(methoxymethoxy)-4-(trifluoromethyl)phenyl)-6,7-dihydro-5H-cyclopenta[d]pyridazin-1-yl)(pyridin-3-yl)methanol COCOC1=C(C=CC(=C1)C(F)(F)F)C=1C2=C(C(=NN1)C(O)C=1C=NC=CC1)CCC2